2-(((1-(3-((1-(4-chlorophenyl)-2-(6'-(difluoromethoxy)spiro[cyclopropane-1,3'-indolin]-1'-yl)-2-oxoethyl)amino)-5-methoxyphenyl)ethylidene)amino)oxy)-2-methylpropanoic acid ClC1=CC=C(C=C1)C(C(=O)N1CC2(C3=CC=C(C=C13)OC(F)F)CC2)NC=2C=C(C=C(C2)OC)C(C)=NOC(C(=O)O)(C)C